(5-isopropyl-1H-pyrazol-3-yl)[(1R,5S,6r)-6-(2-oxa-3-azabicyclo[3.1.0]hex-3-en-4-yl)-3-azabicyclo[3.1.0]hex-3-yl]methanone C(C)(C)C1=CC(=NN1)C(=O)N1C[C@H]2C([C@H]2C1)C1=NOC2CC12